ClC1=CC=C(C(=O)C2=C(C(OC2N(C)C)=O)C2=CC=CC=C2)C=C1 4-(4-chlorobenzoyl)-5-(dimethylamino)-3-phenylfuran-2(5H)-one